C(C)N1N=C(C(=C1)C1=NC(=NC=C1)NC=1C=CC(=NC1)N1CCN(CC1)C(=O)OC(C)(C)C)C=1C=NC=CC1 tert-Butyl 4-(5-((4-(1-ethyl-3-(pyridin-3-yl)-1H-pyrazol-4-yl)pyrimidin-2-yl)amino)pyridin-2-yl)piperazine-1-carboxylate